2-amino-3-methylimidazo[4,5-f]quinoxaline NC=1N(C=2C(=C3N=CC=NC3=CC2)N1)C